BrC=1C=C2C=CC(=CC2=CC1)NC(OC(C)(C)C)=O tert-butyl (6-bromonaphthalen-2-yl)carbamate